1H-[1,4]diazepino[1,2-a]indol-1-one C1(N=CC=CN2C1=CC=1C=CC=CC21)=O